t-Butyldimethyl-(3-(4-(methylsulfonyl)phenyl)propoxy)silane C(C)(C)(C)[Si](OCCCC1=CC=C(C=C1)S(=O)(=O)C)(C)C